3-[tert-butyl-(dimethyl)silyl]oxy-5-(3-fluoro-2-pyridinyl)pyrrolidin-2-one C(C)(C)(C)[Si](OC1C(NC(C1)C1=NC=CC=C1F)=O)(C)C